C(C)(C)(C)OC(=O)N1CCC(CC1)(C)NC(C)=O 4-acetamido-4-methyl-piperidine-1-carboxylic acid tert-butyl ester